(2r,3r,4r,5s)-2-methyl-1-(((1s,3s)-3-(trifluoromethyl)cyclohexyl)methyl)piperidine-3,4,5-triol C[C@H]1N(C[C@@H]([C@H]([C@@H]1O)O)O)C[C@@H]1C[C@H](CCC1)C(F)(F)F